(2R)-2-[(2-amino-5-{[(1S)-1-phenylethyl]thio}[1,3]thiazolo[4,5-d]pyrimidin-7-yl)amino]-4-methylpentan-1-ol NC=1SC2=C(N=C(N=C2N[C@@H](CO)CC(C)C)S[C@@H](C)C2=CC=CC=C2)N1